The molecule is a linear amino tetrasaccharide comprising an alpha-N-glycoloylneuraminyl residue, an alpha-N-acetylneuraminyl residue, a beta-D-galactose residue and (at the reducing end) an N-acetyl-D-glucosamine residue, linked sequentially (2->8), (2->3) and (1->4). It is a glucosamine oligosaccharide and an amino tetrasaccharide. CC(=O)N[C@@H]1[C@H](C[C@@](O[C@H]1[C@@H]([C@@H](CO)O[C@@]2(C[C@@H]([C@H]([C@@H](O2)[C@@H]([C@@H](CO)O)O)NC(=O)CO)O)C(=O)O)O)(C(=O)O)O[C@H]3[C@H]([C@H](O[C@H]([C@@H]3O)O[C@@H]4[C@H](OC([C@@H]([C@H]4O)NC(=O)C)O)CO)CO)O)O